N(C1=CC=CC=C1)C1=NC(=NC=C1C)NC=1C=C(C(=C(C(=O)OC)C1)O)CC methyl 5-[(4-anilino-5-methyl-pyrimidin-2-yl)amino]-3-ethyl-2-hydroxy-benzoate